tert-butyl (S)-4-(4-(4-(((S)-2,6-dioxopiperidin-3-yl) amino)-2-fluorophenyl) piperazin-1-yl)-3,3-difluoropiperidine-1-carboxylate O=C1NC(CC[C@@H]1NC1=CC(=C(C=C1)N1CCN(CC1)[C@@H]1C(CN(CC1)C(=O)OC(C)(C)C)(F)F)F)=O